3-(1,5-dimethyl-1H-1,2,4-triazol-3-yl)-N-(4-methoxybenzyl)-N-methyl-4-((4-(pentafluoro-λ6-sulfanyl)phenyl)amino)benzenesulfonamide CN1N=C(N=C1C)C=1C=C(C=CC1NC1=CC=C(C=C1)S(F)(F)(F)(F)F)S(=O)(=O)N(C)CC1=CC=C(C=C1)OC